FC(C(F)(F)OC(C=C)=O)CC(F)(F)F.C(C(=C)C)(=O)OC(C(CC(F)(F)F)F)(F)F hexafluorobutyl methacrylate hexafluorobutyl-acrylate